(dimethylbiphenylyl)(dimethylfluorenyl)(spirobifluorenyl)amine CC1=C(C(=C(C=C1)C1=CC=CC=C1)N(C=1C2(C3=CC4=CC=CC=C4C3=CC1)C=CC=C1C3=CC=CC=C3C=C12)C1=C(C(=CC=2C3=CC=CC=C3CC12)C)C)C